2,4,5,6-tetrachloro-isophthalonitrile ClC1=C(C#N)C(=C(C(=C1C#N)Cl)Cl)Cl